N-(7-cyclopropyl-7-azaspiro[3.5]nonan-2-yl)-3-(3-(trifluoromethyl)phenyl)imidazo[1,2-b]pyridazin-6-amine C1(CC1)N1CCC2(CC(C2)NC=2C=CC=3N(N2)C(=CN3)C3=CC(=CC=C3)C(F)(F)F)CC1